C(C)(C)(C)OC(NCCC1=CNC2=CC=CC(=C12)OC)=O (2-(4-methoxy-1H-indol-3-yl)ethyl)carbamic acid tert-butyl ester